1-(2-bromo-1,3-thiazol-5-yl)ethan-1-one BrC=1SC(=CN1)C(C)=O